BrC=1C=C2C=CN(C2=C(C1)C(=O)N[C@@H](C)C1=CC=C(C(=O)OC)C=C1)CC1=CC=C(C=C1)C(F)(F)F methyl (S)-4-(1-(5-bromo-1-(4-(trifluoromethyl)benzyl)-1H-indole-7-carboxamido)ethyl)benzoate